(R)-6-(1-(3-(1H-1,2,3-triazol-1-yl)propanoyl)piperidin-3-yl)-7-fluoro-N,N-dimethyl-4-(4,4,5,5-tetramethyl-1,3,2-dioxaborolan-2-yl)-1H-indole-2-carboxamide N1(N=NC=C1)CCC(=O)N1C[C@H](CCC1)C1=CC(=C2C=C(NC2=C1F)C(=O)N(C)C)B1OC(C(O1)(C)C)(C)C